Cl.NC(C(=O)N1CC(C1)N)C1=CC=C(C=C1)N1C(N=C(C=C1)NC(=O)N1CCN(CC1)C(C(C)(C)N)=O)=O N-(1-(4-(1-Amino-2-(3-aminoazetidin-1-yl)-2-oxoethyl)phenyl)-2-oxo-1,2-dihydropyrimidin-4-yl)-4-(2-amino-2-methylpropanoyl)piperazine-1-carboxamide hydrochloride salt